1-(2-((2S,4R)-2-(6-bromopyridin-2-ylcarbamoyl)-4-fluoropyrrolidin-1-yl)-2-oxoethyl)-5-(2-methylpyrimidin-5-yl)-1H-indole-3-carboxamide BrC1=CC=CC(=N1)NC(=O)[C@H]1N(C[C@@H](C1)F)C(CN1C=C(C2=CC(=CC=C12)C=1C=NC(=NC1)C)C(=O)N)=O